CC1=C2NC(=C1CCC(NCCCC1=CC=CC=C1)=O)C=C1C(=C(C(=N1)C=C1C(=C(C(N1)=CC=1C(=C(C(N1)=C2)C)C=C)C)C=C)C)CCC(=O)O 3-(2,8,13,18-tetramethyl-3-(3-oxo-3-((3-phenylpropyl)amino)propyl)-12,17-divinylporphyrin-7-yl)propanoic acid